2-(azepan-1-yl)-N-(6-sulfamoyl-2-pyridyl)-5-(trifluoromethyl)pyridine-3-carboxamide Methyl-2-(4-(N,N-dimethylsulfamoyl)benzamido)-4-(pyridin-2-yl)thiazole-5-carboxylate COC(=O)C1=C(N=C(S1)NC(C1=CC=C(C=C1)S(N(C)C)(=O)=O)=O)C1=NC=CC=C1.N1(CCCCCC1)C1=NC=C(C=C1C(=O)NC1=NC(=CC=C1)S(N)(=O)=O)C(F)(F)F